C(N1C[C@H](C=C2C3=C4C(C[C@@H]12)=CNC4=CC=C3)O)([2H])([2H])[2H] (6aR,9S)-7-(methyl-d3)-4,6,6a,7,8,9-hexahydroindolo[4,3-fg]quinolin-9-ol